(2S,3S)-2-benzoyl-3-(furan-2-yl)spiro[cyclopropane-1,2'-indene]-1',3'-dione C(C1=CC=CC=C1)(=O)[C@H]1[C@@H](C12C(C1=CC=CC=C1C2=O)=O)C=2OC=CC2